9-(4-(4,6-diphenyl-1,3,5-triazin-2-yl)phenyl)-9H-3,9'-bicarbazole C1(=CC=CC=C1)C1=NC(=NC(=N1)C1=CC=CC=C1)C1=CC=C(C=C1)N1C2=CC=CC=C2C=2C=C(C=CC12)N1C2=CC=CC=C2C=2C=CC=CC12